C1CC12CN(C2)S(=O)(=O)C=2C=C(C(=O)N1[C@H](COCC1)C(=O)OC)C=CC2 methyl (R)-4-(3-((5-azaspiro[2.3]hexan-5-yl)sulfonyl)benzoyl)morpholine-3-carboxylate